C(C)(C)(C)[BH-](C(C)(C)C)C(C)(C)C.[Li+] lithium tris(t-butyl)borohydride